C(C1=CC=CC=C1)OC1=CC=C(C=C1)C=1CCOCC1 4-(4-(benzyloxy)phenyl)-3,6-dihydro-2H-pyran